ClC1=CC=C(CNC(=O)NC2CC3(C2)CN(CC3)C(C3=CC=C(C=C3)C)=O)C=C1 1-(4-chlorobenzyl)-3-((2s,4r)-6-(4-methylbenzoyl)-6-azaspiro[3.4]octan-2-yl)urea